acetoxytin imidazolium salt N1C=[NH+]C=C1.C(C)(=O)O[Sn+3]